N-(5-Chloro-6-(2H-1,2,3-triazol-2-yl)pyridin-3-yl)-1-(1-(pyrrolidin-2-yl)isochinolin-4-yl)-5-(trifluoromethyl)-1H-pyrazol-4-carboxamid ClC=1C=C(C=NC1N1N=CC=N1)NC(=O)C=1C=NN(C1C(F)(F)F)C1=CN=C(C2=CC=CC=C12)C1NCCC1